S1C(=CC=C1)CN(C(CCCNC(OC(C)(C)C)=O)=O)CC=1SC=CC1 tert-butyl {4-[bis(2-thienylmethyl)amino]-4-oxobutyl}carbamate